2-[(3R)-3-methylmorpholin-4-yl]-4-(methylsulfonyl)-8-(1H-pyrazol-5-yl)-1,7-naphthyridine C[C@H]1N(CCOC1)C1=NC2=C(N=CC=C2C(=C1)S(=O)(=O)C)C1=CC=NN1